CC1=CC=C(C=N1)N1C[C@H](CCC1)NCC1=CC(=NC=C1)C (3s)-1-(6-methylpyridin-3-yl)-N-[(2-methylpyridin-4-yl)methyl]piperidin-3-amine